4,4'-bis(isocyanatomethyl)bicyclohexane N(=C=O)CC1CCC(CC1)C1CCC(CC1)CN=C=O